C(C)(C)(C)OC(=O)N1C[C@@H](N(C[C@H]1C)C=1C=2N(NC(C1)=O)C=C(N2)C(=O)O)CC 8-((2S,5R)-4-(tert-butoxycarbonyl)-2-ethyl-5-methylpiperazin-1-yl)-6-oxo-5,6-dihydroimidazo[1,2-b]pyridazine-2-carboxylic acid